ClC1=C(C(=O)O)C=CC(=C1)NC(=O)C=1N(C(=CN1)C1=CC(=C(C=C1)OC(F)F)F)C 2-chloro-4-[[5-[4-(difluoromethoxy)-3-fluoro-phenyl]-1-methyl-imidazole-2-carbonyl]amino]benzoic acid